BrC(\C=C(\CF)/F)(F)F Z-1-bromo-1,1,3,4-tetrafluorobut-2-ene